(S)-4'-(2-amino-2-cyanoethyl)-3-cyclopropyl-3'-fluoro-[1,1'-biphenyl]-4-carbonitrile 4-methylbenzenesulfonate CC1=CC=C(C=C1)S(=O)(=O)O.N[C@@H](CC1=C(C=C(C=C1)C1=CC(=C(C=C1)C#N)C1CC1)F)C#N